1-(tetrahydro-2H-pyran-4-yl)prop-2-en-1-one O1CCC(CC1)C(C=C)=O